1,2,3,4-tetrahydrobenzofuran O1CCC2C1=CC=CC2